2-[[3-[[carboxy-[(3R)-quinuclidin-3-yl]methyl]carbamoyl]benzoyl]amino]-2-[(3R)-quinuclidin-3-yl]acetic acid C(=O)(O)C([C@H]1CN2CCC1CC2)NC(=O)C=2C=C(C(=O)NC(C(=O)O)[C@H]1CN3CCC1CC3)C=CC2